C(C)(C)(C)OC(=O)NCCN(C(OCOP(=O)(OCC1=CC=CC=C1)OCC1=CC=CC=C1)=O)C ((bis(benzyloxy)phosphoryl)oxy)methyl (2-((tert-butoxycarbonyl)amino)ethyl)(methyl)carbamate